ClC1=CC(=C(C=C1OCC(C1=CC=C(C=C1)C#N)=O)N1C(C=2CCCCC2C1=O)=O)F 2-(4-chloro-2-fluoro-5-(2-oxo-2-(4-cyanophenyl)ethoxy)phenyl)-4,5,6,7-tetrahydro-1H-isoindole-1,3(2H)-dione